S1C(=NC2=C1C=CC=C2)SC2=C(C=C(C=C2)NC(C2=C(C=CC(=C2)Cl)OC)=O)Cl N-(4-(benzo[d]thiazol-2-ylthio)-3-chlorophenyl)-5-chloro-2-methoxybenzamide